ethyl 2-amino-3-phenylpropionate hydrochloride Cl.NC(C(=O)OCC)CC1=CC=CC=C1